2,6-dihydroxy-N-methoxy-N-methyl-benzamide OC1=C(C(=O)N(C)OC)C(=CC=C1)O